ClC1=C(C(=O)NNS(=O)(=O)C2=CC=C(C=C2)C)C(=CC=C1)Cl 2,6-dichloro-N'-(p-tolylsulfonyl)benzohydrazide